C(C)(=O)N1CC2(C1)N(C(CN(C2=O)C2=NC=C(C=C2F)Cl)=O)[C@@H](CO)C2=CC=C(C=C2)Cl (R)-2-acetyl-8-(5-chloro-3-fluoropyridin-2-yl)-5-(1-(4-chlorophenyl)-2-hydroxyethyl)-2,5,8-triazaspiro[3.5]nonane-6,9-dione